C1(=CC=CC=C1)C1=CC=2N(C=N1)C(N(N2)CCC(F)(F)F)=O 7-phenyl-2-(3,3,3-trifluoropropyl)-[1,2,4]triazolo[4,3-c]pyrimidin-3-one